tert-butyl 4-(3-chlorophenyl)-3,3-dimethylpiperazine-1-carboxylate ClC=1C=C(C=CC1)N1C(CN(CC1)C(=O)OC(C)(C)C)(C)C